BrC=1C(N(C2=C(C(=CC=C2N1)C=C)F)CC1=CC=C(C=C1)OC)=O 3-bromo-7-ethenyl-8-fluoro-1-[(4-methoxyphenyl)methyl]quinoxalin-2-one